(3R)-3-amino-5-[(4-chlorophenyl)methyl]-7-[5-[3-(difluoromethyl)azetidin-3-yl]-1,3,4-oxadiazol-2-yl]-8-fluoro-1,1-dioxo-2,3-dihydro-1λ6,5-benzothiazepin-4-one N[C@H]1CS(C2=C(N(C1=O)CC1=CC=C(C=C1)Cl)C=C(C(=C2)F)C=2OC(=NN2)C2(CNC2)C(F)F)(=O)=O